rac-tert-butyl (3aR,7aR)-5-[6-(trifluoromethyl)pyridin-3-yl]-octahydro-1H-pyrrolo[3,4-c]pyridine-2-carboxylate FC(C1=CC=C(C=N1)N1C[C@H]2[C@@H](CC1)CN(C2)C(=O)OC(C)(C)C)(F)F |r|